5-Amino-3-(4-bromophenyl)-1-(4,4-difluoro-1-methyl-pyrrolidin-3-yl)pyrazole-4-carbonitrile NC1=C(C(=NN1C1CN(CC1(F)F)C)C1=CC=C(C=C1)Br)C#N